allyl nonyl ether C(CCCCCCCC)OCC=C